di-[3-(benzenesulfonyloxy)phenyl]urea C1(=CC=CC=C1)S(=O)(=O)OC=1C=C(C=CC1)NC(NC1=CC(=CC=C1)OS(=O)(=O)C1=CC=CC=C1)=O